3-{[1,1'-biphenyl]-4-yl}-5-(4,4,5,5-tetramethyl-1,3,2-dioxaborolan-2-yl)-[1,1'-biphenyl]-2-carbonitril C1(=CC=C(C=C1)C1=C(C(=CC(=C1)B1OC(C(O1)(C)C)(C)C)C1=CC=CC=C1)C#N)C1=CC=CC=C1